FC1=C(C=CC=C1)C1=CC(=CC=C1)N 2'-fluoro-[1,1'-biphenyl]-3-amine